C[C@H]1N(C(O[C@H]1C1=CC=CC=C1)=O)OC(CC)=O (4R,5S)-4-methyl-5-phenyl-3-propionyloxyoxazolidin-2-one